4-[5-(cyclopentyloxy)-1H-1,2,3-benzotriazol-1-yl]-6-(furan-2-yl)pyrimidin-2-amine C1(CCCC1)OC1=CC2=C(N(N=N2)C2=NC(=NC(=C2)C=2OC=CC2)N)C=C1